3-(7-oxooxepan-2-yl)propanenitrile O=C1CCCCC(O1)CCC#N